3-(5-(7-((3-hydroxyadamantan-1-yl)amino)hept-1-yn-1-yl)benzofuran-3-yl)piperidine-2,6-dione OC12CC3(CC(CC(C1)C3)C2)NCCCCCC#CC=2C=CC3=C(C(=CO3)C3C(NC(CC3)=O)=O)C2